NOC[C@@H]1[C@H]([C@H]([C@@H](O1)N1C(NC(C=C1)=O)=O)OC)O[Si](C)(C)C(C)(C)C 1-((2R,3R,4R,5R)-5-((aminooxy)methyl)-4-((tert-butyldimethylsilyl)oxy)-3-methoxytetrahydro-furan-2-yl)pyrimidine-2,4(1H,3H)-dione